C(C1=CC=CC=C1)N(C1=C(C=C(C=N1)N(C([C@H](C)N1CCOCC1)=O)C)[N+](=O)[O-])CC1=CC=CC=C1 (S)-N-(6-(Dibenzylamino)-5-nitropyridin-3-yl)-N-methyl-2-morpholinopropanamide